C(C)(C)(C)C1=NC(=NO1)C(=O)N[C@H](C)C1=C(C=C(C=C1)C1=C(C=NC=C1)N1CCN(CC1)C(\C=C\CN(C)C)=O)C (R,E)-5-(tert-butyl)-N-(1-(4-(3-(4-(4-(dimethylamino)but-2-enoyl)piperazin-1-yl)pyridin-4-yl)-2-methylphenyl)ethyl)-1,2,4-oxadiazole-3-carboxamide